S(N)(=O)(=O)C1CC2CCC(C1)N2C(=O)O.FC2=C(C=CC(=C2)F)S(=O)(=O)NC=2C(=NC=C(C2)C2=CC=C1C=CN=C(C1=C2)N2CCN(CC2)C(\C=C\C(C)=O)=O)OC (E)-2,4-difluoro-N-(2-methoxy-5-(1-(4-(4-oxopent-2-enoyl)piperazin-1-yl)isoquinolin-7-yl)pyridin-3-yl)benzenesulfonamide 3-sulfamoyl-8-azabicyclo[3.2.1]octane-8-carboxylate